O(O)[C@@]1([C@H](O)[C@H](O)[C@@H](CO)O1)N1C=NC=2C(=O)N3C(CC[C@@H](C(=O)OC)NC(=O)OC)=C(C)N=C3N(C)C21 peroxylwybutosine